Tert-butyl N-[1-[[4-[1-(2,6-dioxo-3-piperidyl)-3-methyl-2-oxo-benzimidazol-5-yl] cyclohexyl] methyl]-4-piperidyl]carbamate O=C1NC(CCC1N1C(N(C2=C1C=CC(=C2)C2CCC(CC2)CN2CCC(CC2)NC(OC(C)(C)C)=O)C)=O)=O